N(=[N+]=[N-])CCCN 3-azido-1-propylamine